5-(HYDROXYMETHYL)NAPHTHALENE-2-BORONIC ACID OCC1=C2C=CC(=CC2=CC=C1)B(O)O